CC1CCC(CC1)[C@@H](C=1N=C2N(N=C(C=C2)C[C@H]2C(NCCC2)=O)C1)NC(OCC1=CC=CC=C1)=O benzyl ((S)-((1r,4S)-4-methylcyclohexyl)(6-(((S)-2-oxopiperidin-3-yl)methyl)imidazo[1,2-b]pyridazin-2-yl)methyl)carbamate